ethyl 2-(1-hydroxycyclobutyl)acetate OC1(CCC1)CC(=O)OCC